N-(3-fluoro-4-(4,4,5,5-tetramethyl-1,3,2-dioxaborolan-2-yl)phenyl)-3-(6-fluoropyridin-3-yl)-1-methyl-1H-1,2,4-triazol-5-amine FC=1C=C(C=CC1B1OC(C(O1)(C)C)(C)C)NC1=NC(=NN1C)C=1C=NC(=CC1)F